(1r,2r)-4-methylsulfonyl-phenylserinol CS(=O)(=O)C1=CC=C(C=C1)NC(CO)CO